ClC1=NC(=NC(=N1)Cl)C1N(CCNC1)CCOC(C(=O)O)C 2-(2-(2-(4,6-Dichloro-1,3,5-triazin-2-yl)piperazin-1-yl)ethoxy)propionic acid